N-(2-methyl-4-bromophenyl)-thiophene-2-carboxamide CC1=C(C=CC(=C1)Br)NC(=O)C=1SC=CC1